1-[6-chloro-3-(triazol-2-yl)-2-pyridyl]-N-(cyclopropyl-methyl)ethanamine ClC1=CC=C(C(=N1)C(C)NCC1CC1)N1N=CC=N1